benzyl (3-((3-cyanoazetidin-1-yl)sulfonyl)benzoyl)-D-prolinate C(#N)C1CN(C1)S(=O)(=O)C=1C=C(C(=O)N2[C@H](CCC2)C(=O)OCC2=CC=CC=C2)C=CC1